tert-butyl (2S)-2-(cyanomethyl)-4-[2-([(2R)-1-methylpyrrolidin-2-yl]methoxy)-7-[2-(trifluoromethyl)phenyl]-6,8-dihydro-5H-pyrido[3,4-d]pyrimidin-4-yl]piperazine-1-carboxylate C(#N)C[C@@H]1N(CCN(C1)C=1C2=C(N=C(N1)OC[C@@H]1N(CCC1)C)CN(CC2)C2=C(C=CC=C2)C(F)(F)F)C(=O)OC(C)(C)C